2-hydroxy-1-[4-(2,3,4-trichloro-6-hydroxyphenyl)piperidin-1-yl]ethan-1-one OCC(=O)N1CCC(CC1)C1=C(C(=C(C=C1O)Cl)Cl)Cl